C(C)(C)(C)OC(=O)N1C(CNCC1)(C)C tert-butyl-2,2-dimethylpiperazine-1-carboxylate